COC1=C(C=CC=C1)C1=NC=CC(=N1)CO [2-(2-methoxyphenyl)pyrimidin-4-yl]methanol